C(C)C=1C(=CC=C2C=C(C=C(C12)C=1N=C(C2=C(N1)C(=C(N=C2)OCCCN2CCOCC2)F)N2CC=1N(CCC2)N=C(C1)C(=O)N1CCNCC1)O)F [5-[2-(8-ethyl-7-fluoro-3-hydroxy-1-naphthyl)-8-fluoro-7-(3-morpholinopropoxy)pyrido[4,3-d]pyrimidin-4-yl]-4,6,7,8-tetrahydropyrazolo[1,5-a][1,4]diazepin-2-yl]-piperazin-1-yl-methanone